5-(1-carbamimidoyl-1,2,3,6-tetrahydropyridin-4-yl)-N-(4-(1-carbamimidoyl-1,2,3,6-tetrahydropyridin-4-yl)-3-fluorophenyl)thiophene-2-carboxamide C(N)(=N)N1CCC(=CC1)C1=CC=C(S1)C(=O)NC1=CC(=C(C=C1)C=1CCN(CC1)C(N)=N)F